CS(=O)(=O)OCC#CCC#CCCCCCCCC tetradecane-2,5-diyne-1-yl methanesulfonate